N-methyl-2-((4-methyl-2-(trifluoromethyl)pyrimidin-5-yl)sulfonyl)-N-((tetrahydro-2H-pyran-4-yl)methyl)-2-azaspiro[3.3]heptan-6-amine CN(C1CC2(CN(C2)S(=O)(=O)C=2C(=NC(=NC2)C(F)(F)F)C)C1)CC1CCOCC1